FC(OC1=CC(=NN1)NC1=CN=C2C(=N1)N(N=C2)[C@H](CF)C=2C=NC=CC2)F (S)-N-(5-(difluoromethoxy)-1H-pyrazol-3-yl)-1-(2-fluoro-1-(pyridin-3-yl)ethyl)-1H-pyrazolo[3,4-b]pyrazin-6-amine